CN(C(OC(C)(C)C)=O)CCNC(=O)C1=CC2=CC=CC(=C2C=C1)C1=CC=C(C=C1)C(F)(F)F Tert-Butyl methyl(2-(5-(4-(trifluoromethyl)phenyl)-2-naphthamido)ethyl)carbamate